1-(4-bromo-2-nitrophenyl)ethan-1-one BrC1=CC(=C(C=C1)C(C)=O)[N+](=O)[O-]